(S)-2-(1,3,4-oxadiazol-2-yl)-7-(4-(2-(pyrimidin-5-yl)phenyl)piperidin-1-yl)-5-oxa-2-azaspiro[3.4]octane O1C(=NN=C1)N1CC2(C1)OC[C@H](C2)N2CCC(CC2)C2=C(C=CC=C2)C=2C=NC=NC2